tert-butyl 6-chloro-3-[(3-ethoxy-2,2-dimethyl-3-oxopropyl)(methyl)amino]pyridazine-4-carboxylate ClC1=CC(=C(N=N1)N(C)CC(C(=O)OCC)(C)C)C(=O)OC(C)(C)C